[Si](C1=CC=CC=C1)(C1=CC=CC=C1)(C(C)(C)C)OCC(CO)(F)F 3-[(Tert-Butyldiphenylsilyl)oxy]-2,2-difluoropropan-1-ol